β-(3,4-epoxycyclohexyl)ethyl-triphenoxysilane tert-butyl-3-amino-4-cyano-2,5-dihydro-1H-pyrrole-1-carboxylate C(C)(C)(C)OC(=O)N1CC(=C(C1)C#N)N.C1(CC2C(CC1)O2)CC[Si](OC2=CC=CC=C2)(OC2=CC=CC=C2)OC2=CC=CC=C2